[Ba].[Sr].COC=1C=C(N)C=C(C1)OC 3,5-dimethoxyaniline Strontium-Barium